6-(6-(2,2-difluoroethoxy)imidazo[1,2-a]pyrazin-3-yl)-N-((3S,4S)-4-fluoropyrrolidin-3-yl)pyridin-2-amine FC(COC=1N=CC=2N(C1)C(=CN2)C2=CC=CC(=N2)N[C@H]2CNC[C@@H]2F)F